C(C)N1N=CC(=C1)NC=1N=C(C2=C(N1)NC=C2)OC2CN(CC21CC1)C(C=C)=O 1-(7-((2-((1-ethyl-1H-pyrazol-4-yl)amino)-7H-pyrrolo[2,3-d]pyrimidin-4-yl)oxy)-5-azaspiro[2.4]heptane-5-yl)prop-2-en-1-one